dicyclohexyl-[3,6-dimethoxy-2',4',6'-tris(prop-2-yl)-[1,1'-biphenyl]-2-yl]phosphine tungsten-iron-tin [Sn].[Fe].[W].C1(CCCCC1)P(C1=C(C(=CC=C1OC)OC)C1=C(C=C(C=C1C(C)C)C(C)C)C(C)C)C1CCCCC1